para-benzoquinone diimine C1(C=CC(C=C1)=N)=N